[(1S)-3-ethoxy-1-methyl-3-oxo-propyl] 5-amino-2-chloro-benzoate NC=1C=CC(=C(C(=O)O[C@H](CC(=O)OCC)C)C1)Cl